C(C)(C)(C)OC(=O)N1CCC(CC1)C1=CC=2C(=C(N=NC2O)C)C=N1 4-(1-hydroxy-4-methylpyrido[3,4-d]pyridazin-7-yl)piperidine-1-carboxylic acid tert-butyl ester